4-(2-(tert-butoxycarbonyl)-1-ethylhydrazine-1-carbonyl)-1-cyclopropyl-6-oxo-1,6-dihydropyridine-3-carboxylic acid tert-butyl ester C(C)(C)(C)OC(=O)C1=CN(C(C=C1C(=O)N(NC(=O)OC(C)(C)C)CC)=O)C1CC1